(S)-methyl 2-((S)-2-(tert-Butoxycarbonylamino)-4,4-dimethylpentanamido)-4-methylpentanoate C(C)(C)(C)OC(=O)N[C@H](C(=O)N[C@H](C(=O)OC)CC(C)C)CC(C)(C)C